isodecyl pivalate (ISODECYL NEOPENTANOATE) C(CCCCCCC(C)C)CC(C(=O)O)(C)C.C(C(C)(C)C)(=O)OCCCCCCCC(C)C